ClC1=C2C=CNC2=CC(=C1)NC1=CC(=CC(=N1)C#N)N1CCC(CC1)C(F)(F)F 6-[(4-chloro-1H-indol-6-yl)amino]-4-[4-(trifluoromethyl)piperidin-1-yl]pyridine-2-carbonitrile